4-[7-(cyclopentyl-methoxy)imidazo[1,2-a]pyridin-3-yl]-N-cyclopropyl-2-(difluoromethoxy)-6-methoxy-benzamide C1(CCCC1)COC1=CC=2N(C=C1)C(=CN2)C2=CC(=C(C(=O)NC1CC1)C(=C2)OC)OC(F)F